O1COC2=C1C=CC=C2CNC2=NC=C(C=1N2CN(C1)C)C1=CC=CC=C1 5-((benzo[d][1,3]dioxol-4-ylmethyl)amino)-N-methyl-8-phenylimidazo[1,5-c]pyrimidine